2-(6-cyano-1-oxo-spiro[3H-isoquinolin-4,1'-cyclopropan]-2-yl)acetic acid methyl ester COC(CN1C(C2=CC=C(C=C2C2(CC2)C1)C#N)=O)=O